C(#N)CN1N=C(C2=CC=CC=C12)C(=O)NC=1C=C(C(=O)NC2=C(C=C(C=C2)F)CC(=O)O)C=CC1N1CCCCC1 2-(2-(3-(1-(cyanomethyl)-1H-indazole-3-carboxamido)-4-(piperidin-1-yl)benzamido)-5-fluorophenyl)acetic acid